(R)-N-(4-(tert-butyl)benzyl)-N-(2-fluoro-4-(hydroxycarbamoyl)phenyl)-1-((perfluorophenyl)sulfonyl)azetidine-2-carboxamide C(C)(C)(C)C1=CC=C(CN(C(=O)[C@@H]2N(CC2)S(=O)(=O)C2=C(C(=C(C(=C2F)F)F)F)F)C2=C(C=C(C=C2)C(NO)=O)F)C=C1